NC1=NC2=C(C3=CN=CC=C13)C=C(C(=C2)F)C(=O)N(C2CCC1=CC(=CC=C21)C(F)(F)F)CC2=NC=CC=N2 5-amino-8-fluoro-N-(pyrimidin-2-ylmethyl)-N-(5-(trifluoromethyl)-2,3-dihydro-1H-inden-1-yl)benzo[c][2,6]naphthyridin-9-carboxamide